N(=[N+]=[N-])C1=CC=C(C(=O)NCCNC(C2=CC=C(C=C2)N=[N+]=[N-])=O)C=C1 bis-(p-azidobenzoyl)-ethylenediamine